N-(2-methyl-5-(2-((R)-2-methylpyrrolidin-1-yl)acetamido)pyridin-3-yl)-6-(1-(tetrahydrofuran-3-yl)-1H-pyrazol-4-yl)-[1,2,3]triazolo[1,5-a]pyridine-3-carboxamide CC1=NC=C(C=C1NC(=O)C=1N=NN2C1C=CC(=C2)C=2C=NN(C2)C2COCC2)NC(CN2[C@@H](CCC2)C)=O